O1CC(C1)CN1N=CC=C1C(=O)N (oxetan-3-ylmethyl)-1H-pyrazole-5-carboxamide